3-bromo-5-[2-fluoro-4-(trifluoromethyl)phenoxy]-4-methyl-pyridine BrC=1C=NC=C(C1C)OC1=C(C=C(C=C1)C(F)(F)F)F